5-(aminomethyl)-2-methoxy-benzonitrile NCC=1C=CC(=C(C#N)C1)OC